tert-butyl 5-(1H-indol-3-yl)-3,6-dihydropyridine-1(2H)-carboxylate N1C=C(C2=CC=CC=C12)C1=CCCN(C1)C(=O)OC(C)(C)C